(1,1-difluoro-2-morpholinoethyl)-2-(piperidin-1-yl)aniline tri-hydrochloride Cl.Cl.Cl.FC(CN1CCOCC1)(F)NC1=C(C=CC=C1)N1CCCCC1